C(C)N1C(=NN(C1=O)C=1C=C2C(=CN(C(C2=CC1F)=O)[C@@H]1[C@H](CCC1)C)C(C)C)CO |o1:20,21| 6-(4-Ethyl-3-(hydroxymethyl)-5-oxo-4,5-dihydro-1H-1,2,4-triazol-1-yl)-7-fluoro-4-isopropyl-2-((1S*,2S*)-2-methylcyclopentyl)isochinolin-1(2H)-on